FC1=CC=C(C2=C1COC(OC2)C=2N=C(SC2)C2CCN(CC2)C(CN2N=C(C=C2C)C(F)(F)F)=O)CS(=O)(=O)[O-] 9-fluoro-3-[2-(1-{[5-methyl-3-(trifluoromethyl)-1H-pyrazol-1-yl] acetyl} piperidin-4-yl)-1,3-thiazol-4-yl]-1,5-dihydro-2,4-benzodioxepin-6-ylmethylsulfonate